(4-(4-(2-ethoxy-2-oxoethyl)piperidin-1-yl)-3-fluorophenyl)boronic acid C(C)OC(CC1CCN(CC1)C1=C(C=C(C=C1)B(O)O)F)=O